C(=C/C(=O)/C=C/C(=O)O)\\C=C(\\C(=O)[O-])/[O-] The molecule is a dicarboxylic acid dianion arising from deprotonation of both carboxy groups of 2-hydroxy-6-oxonona-2,4,7-trienedioic acid. It is a conjugate base of a 2-hydroxy-6-oxonona-2,4,7-trienedioic acid.